1-methyl-3-(piperidin-3-yl)hexahydrocyclopenta[d]imidazol-2(1H)-one CN1C(N(C2C1CCC2)C2CNCCC2)=O